C(C)(C)(C)N=P(C1=NC=CC=C1)(C1=NC=CC=C1)C1=NC=CC=C1 tert-butyliminotris(pyridinyl)phosphine